5'-(dimethylamino)spiro[cyclopropane-1,3'-indolin]-2'-one CN(C=1C=C2C3(C(NC2=CC1)=O)CC3)C